COC1=C(C(=O)C2=CC=C(C=C2)OCCO)C=CC(=C1)OC 2,4-dimethoxy-4'-(2-hydroxy)ethoxybenzophenone